2-mercapto-N,N-dimethyl-nicotinamide sodium salt [Na].SC1=C(C(=O)N(C)C)C=CC=N1